6,6-difluoro-1,3,8-triazaspiro[4.5]decane-2,4-dione FC1(C2(C(NC(N2)=O)=O)CCNC1)F